The molecule is a carbohydrate acid which is the 2-(6-phosphono-alpha-D-mannoside) of D-glyceric acid. It is a monocarboxylic acid and a carbohydrate acid derivative. It derives from a 2-(alpha-D-mannosyl)-D-glyceric acid. It is a conjugate acid of a 2-O-(6-phospho-alpha-D-mannosyl)-D-glycerate. C([C@@H]1[C@H]([C@@H]([C@@H]([C@H](O1)O[C@H](CO)C(=O)O)O)O)O)OP(=O)(O)O